C(C)N(C(C1=C(C=CC(=C1)F)OC1=C(N=CN=N1)N1CC2(CN(C2)[C@H](C(C)C)C[C@@H](CN(C)CC)OC)CC1)=O)C(C)C N-ethyl-2-((5-(2-((3S,5S)-6-(ethyl-(methyl)amino)-5-methoxy-2-methylhex-3-yl)-2,6-diazaspiro[3.4]oct-6-yl)-1,2,4-triazin-6-yl)oxy)-5-fluoro-N-isopropylbenzamide